C(CCCCCCCCCCCCCCCCCCCCCCCCCO)O hexacosane-1,26-diol